C(C)(C)N(C)C1=C(CC=2C=C3C(C(=CN(C3=CC2)CCO)C(=O)O)=O)C=CC=C1 6-[2-(N-Isopropyl-N-methylamino)benzyl]-1-(2-hydroxyethyl)-4-oxo-1,4-dihydroquinoline-3-carboxylic acid